COC=1C=C2C(NC=NC2=CC1)=O 6-methoxyquinazolin-4(3H)-one